1-methylpyridin-1-ium C[N+]1=CC=CC=C1